(E)-1-(4-((4-([1,2,4]Triazolo[1,5-a]pyridin-6-yloxy)-3-methylphenyl)amino)-5H-pyrrolo[3',4':4,5]thieno[2,3-d]pyrimidin-6(7H)-yl)-4-(dimethylamino)but-2-en-1-one N=1C=NN2C1C=CC(=C2)OC2=C(C=C(C=C2)NC=2C1=C(N=CN2)SC2=C1CN(C2)C(\C=C\CN(C)C)=O)C